C1(=CC=CC=C1)[B-](C1=CC=CC=C1)(C1=CC=CC=C1)C1=CC=CC=C1.C(C)[NH+](C1=CC=CC=C1)CC N,N-diethylanilinium tetra(phenyl)borate